C(C1=CC=CC=C1)N1C(N(C2=C1C=CC=C2)C2=NC(=CC=C2)Br)=O 1-benzyl-3-(6-bromo-2-pyridinyl)benzimidazol-2-one